2-([1,1'-biphenyl]-4-yl)-4-(4''-bromo-[1,1':4',1''-terphenyl]-3-yl)-6-phenyl-1,3,5-triazine C1(=CC=C(C=C1)C1=NC(=NC(=N1)C=1C=C(C=CC1)C1=CC=C(C=C1)C1=CC=C(C=C1)Br)C1=CC=CC=C1)C1=CC=CC=C1